10-methacryloxydecylmethyldimethoxysilane C(C(=C)C)(=O)OCCCCCCCCCC[Si](OC)(OC)C